ethyl 4-bromo-3,5-diethoxy-benzoate BrC1=C(C=C(C(=O)OCC)C=C1OCC)OCC